C1=CC=CC=2C3=CC=CC=C3C(=CC12)C=1C(=C(C=CC1)NC1=CC=C(C=C1)C=1C2=CC=CC=C2C=2C=CC=CC2C1)C1=CC=CC=C1 (9-phenanthryl)phenyl-N-[4-(9-phenanthryl)phenyl]benzenamine